tert-butyl-(1R,3S,4S)-3-[6-(4,4,5,5-tetramethyl-1,3,2-dioxaborolan-2-yl)-1H-benzimidazol-2-yl]-2-azabicyclo[2.2.1]heptane C(C)(C)(C)[C@@]12N[C@@H]([C@@H](CC1)C2)C2=NC1=C(N2)C=C(C=C1)B1OC(C(O1)(C)C)(C)C